C(C)N[C@@H](CC(N)=O)C(=O)[O-] ethylasparaginate